COC1=CC=C(C=N1)C=1N=CC2=C(N1)SC(=N2)NC(OC(C)(C)C)=O tert-butyl N-[5-(6-methoxy-3-pyridyl)thiazolo[5,4-d]pyrimidin-2-yl]carbamate